N1N=CC=[SiH]1 1,2,5-diazasilole